(2S,4r)-1-[(2S)-2-(4-cyclopropyl-triazol-1-yl)-3,3-dimethyl-butyryl]-N-[1-(4,5-dimethylthiazol-2-yl)-1-methyl-ethyl]-4-hydroxy-pyrrolidine-2-carboxamide C1(CC1)C=1N=NN(C1)[C@H](C(=O)N1[C@@H](C[C@H](C1)O)C(=O)NC(C)(C)C=1SC(=C(N1)C)C)C(C)(C)C